COC([C@@H](NC(=O)OC(C)(C)C)COC=1C(=CC2=C(N=C(O2)C2CC2)C1)N)=O O-(6-amino-2-cyclopropylbenzo[d]oxazol-5-yl)-N-(t-butoxycarbonyl)-L-serine methyl ester